CCCCCCCCC/C=C\CCCCCCCC(=O)OC[C@H](COP(=O)(O)OC[C@@H](C(=O)O)N)O 1-(9Z-nonadecenoyl)-glycero-3-phosphoserine